N[C@@](CN1CC(C1)OC1=C(C2=C([C@H]3[C@@H](B(O2)O)C3)C=C1)C(=O)O)(C)C(=O)O (1aS,7bR)-5-({1-[(2R)-2-amino-2-carboxypropyl]azetidin-3-yl}oxy)-2-hydroxy-1,1a,2,7b-tetrahydrocyclopropa[c][1,2]benzoxaborinine-4-carboxylic acid